1-(5-{[(5-Chlorothiophen-2-yl)methyl]amino}-3-[8-(morpholin-4-carbonyl)-8-azabicyclo[3.2.1]octan-3-yl]-1H-pyrazol-1-yl)-2,2-dimethylpropan-1-on ClC1=CC=C(S1)CNC1=CC(=NN1C(C(C)(C)C)=O)C1CC2CCC(C1)N2C(=O)N2CCOCC2